tert-Butyl 4-(6-Bromo-4-oxo-3,4-dihydroquinazoline-2-yl)-4-fluoropiperidine-1-carboxylate BrC=1C=C2C(NC(=NC2=CC1)C1(CCN(CC1)C(=O)OC(C)(C)C)F)=O